N1C=C(C2=CC=CC=C12)CC1C(N(C(N1)=S)C)=O 5-(1H-indol-3-ylmethyl)-3-methyl-2-thioxo-4-imidazolidinon